C1(CC1)N1CCS(C2=C(C1=O)SC(=C2)C2=NC(=NC=C2C(F)(F)F)NC=2C=C1CCNCC1=CC2C2CC2)(=O)=O 4-cyclopropyl-7-[2-[(7-cyclopropyl-1,2,3,4-tetrahydroisoquinolin-6-yl)amino]-5-(trifluoromethyl)pyrimidin-4-yl]-1,1-dioxo-2,3-dihydrothieno[2,3-f][1,4]thiazepin-5-one